C1[C@H](C([C@H](CN1)O)O)O (3R,4r,5S)-piperidine-3,4,5-triol